(R)-2-fluoro-N-(5-fluoro-8-methylisoquinolin-1-yl)-4-(5-methyl-1,3,4-oxadiazol-2-yl)-N-(piperidin-3-yl)benzamide FC1=C(C(=O)N([C@H]2CNCCC2)C2=NC=CC3=C(C=CC(=C23)C)F)C=CC(=C1)C=1OC(=NN1)C